FC(COC1=C2C(C=C(OC2=CC=C1)C(=O)O)=O)COC1=C2C(C=C(OC2=CC=C1)C(=O)O)=O 5,5'-(2-fluoropropane-1,3-diyl)bis(oxy)bis(4-oxo-4H-chromene-2-carboxylic acid)